FC1=CC=C(N)C(=C1)F 4,6-difluoroaniline